5-(trifluoromethyl)-1H-pyrazole-4-carboxylic acid methyl ester COC(=O)C=1C=NNC1C(F)(F)F